8-(4-(tert-Butyl)phenyl)-N-methylimidazo[1,2-a]pyrazine-6-carboxamide C(C)(C)(C)C1=CC=C(C=C1)C=1C=2N(C=C(N1)C(=O)NC)C=CN2